N-((5-(7-(((3S,4R)-3-fluoro-1-methylpiperidin-4-yl)amino)-3-(2,2,2-trifluoroethyl)-2H-indazol-2-yl)-1,3,4-thiadiazol-2-yl)methyl)cyclopropanecarboxamide F[C@H]1CN(CC[C@H]1NC1=CC=CC2=C(N(N=C12)C1=NN=C(S1)CNC(=O)C1CC1)CC(F)(F)F)C